C(\C=C/C(=O)OCC)(=O)OCC Diethyl maleate